Cl.C(C)(C)[NH2+]C(C)C diisopropyl-ammonium hydrochloride